C1(CC1)C1=NN(C(=N1)C(N1[C@@H](CN[C@H](C1)C)C)C1=CC=C(C=C1)F)C (2R,5S)-1-((3-cyclopropyl-1-methyl-1H-1,2,4-triazol-5-yl)(4-fluorophenyl)methyl)-2,5-dimethylpiperazine